(4-fluorophenyl)-3-[6-[(1s)-2,2,2-trifluoro-1-(hydrazinecarbonyl)-1-hydroxy-ethyl]-1,3-benzothiazol-2-yl]urea FC1=CC=C(C=C1)NC(=O)NC=1SC2=C(N1)C=CC(=C2)[C@](C(F)(F)F)(O)C(=O)NN